N1N=CC2=CC=C(C=C12)C1(CC1)C#N (1H-indazol-6-yl)cyclopropanecarbonitrile